C(CC(O)(C(=O)O)CC(=O)O)(=O)O.CN(C1=CC=C2C(=C3C(O2)=CC=CC(=C3)NC(=O)C=3C=C2C=CN=CC2=CC3)C1)C N-(N,N-dimethyl-2-aminocyclohepta[b]benzofur-9-yl)isoquinoline-6-carboxamide citrate